P(=O)(O)(O)O.NC1=C2N=CN(C2=NC=N1)C1=NC2=CC=CC=C2C(=N1)C1=NC(=C2NC=NC2=N1)N 2-(6-amino-9H-purin-9-yl)quinazolin-4-yl-purin-6-amine dihydrogen phosphate